3,3-difluoropiperazine FC1(CNCCN1)F